2-methyl-4-acetyl-benzoic acid oxime CC1=C(C(O)=NO)C=CC(=C1)C(C)=O